3-benzyl-3-(1-(4-fluorophenyl)-1H-indazol-5-yl)pyrrolidin-2-one C(C1=CC=CC=C1)C1(C(NCC1)=O)C=1C=C2C=NN(C2=CC1)C1=CC=C(C=C1)F